(S)-5-(difluoromethyl)-2-(1-(6-fluoro-5-methoxypyridin-3-yl)ethyl)-7-((2-(methylamino)-1H-imidazol-1-yl)methyl)-3,4-dihydroisoquinolin-1(2H)-one FC(C1=C2CCN(C(C2=CC(=C1)CN1C(=NC=C1)NC)=O)[C@@H](C)C=1C=NC(=C(C1)OC)F)F